2-(2-(1-methyl-2-((6-(trifluoromethyl)benzo-[d]oxazol-2-yl)amino)-1H-benzo[d]imidazole-5-carboxamido)ethoxy)-acetic acid CN1C(=NC2=C1C=CC(=C2)C(=O)NCCOCC(=O)O)NC=2OC1=C(N2)C=CC(=C1)C(F)(F)F